1-(5-((4-diphenylmethylpiperazin-1-yl)methyl)-1-oxoisoindolin-2-yl)dihydropyrimidine-2,4(1H,3H)-dione C1(=CC=CC=C1)C(N1CCN(CC1)CC=1C=C2CN(C(C2=CC1)=O)N1C(NC(CC1)=O)=O)C1=CC=CC=C1